diacetyl-deuteroporphyrin C(C)(=O)N1C=2C=CC1=CC=1C=CC(=CC3=CC(=C(N3C(C)=O)C=C3C=CC(C2)=N3)[2H])N1